FC=1C=C(OC2=CC(=NC=C2)C(=O)NC)C=CC1NC(=O)NC1=CC=C(C=C1)C(C(F)(F)F)(C(F)(F)F)F 4-(3-fluoro-4-(3-(4-(perfluoropropan-2-yl)phenyl)ureido)phenoxy)-N-methylpicolinamide